7-fluoro-6-((1S,2S)-2-(4,4,5,5-tetramethyl-1,3,2-dioxaborolan-2-yl)cyclopropyl)-1-(2,2,2-trifluoroethyl)-1H-indazole FC=1C(=CC=C2C=NN(C12)CC(F)(F)F)[C@@H]1[C@H](C1)B1OC(C(O1)(C)C)(C)C